O1CCN(CC1)C1CCC(CC1)NC1=C(C=C(C=C1)S(=O)(=O)N)[N+](=O)[O-] 4-((4-morpholinocyclohexyl)amino)-3-nitrobenzenesulfonamide